2-Chloro-N-(4-nitrophenethyl)pyrido[2,3-d]pyrimidin-4-amin ClC=1N=C(C2=C(N1)N=CC=C2)NCCC2=CC=C(C=C2)[N+](=O)[O-]